C(C)OCCN1N=CC(=C1)NC=1SC=C(N1)C1=CC=C(C=C1)N1C(NCC1)=O 1-(4-{2-[1-(2-Ethoxy-ethyl)-1H-pyrazol-4-ylamino]-thiazol-4-yl}-phenyl)-imidazolidin-2-one